O[C@@H]1C[C@H](N(C1)C(=O)OC(C)(C)C)C(NCC1=C(C=C(C=C1)C1=C(N=CS1)C)OC1CCC(CC1)C(=O)OC)=O tert-Butyl (2S,4R)-4-hydroxy-2-((2-(((1R,4S)-4-(methoxycarbonyl)cyclohexyl)oxy)-4-(4-methylthiazol-5-yl)benzyl)carbamoyl)pyrrolidine-1-carboxylate